(R)-6-(2-methylmorpholino)quinoline-4-carboxylic acid ethyl ester C(C)OC(=O)C1=CC=NC2=CC=C(C=C12)N1C[C@H](OCC1)C